C(C1=CC=CC=C1)N1CCC(CC1)CC1C(C2=CC(=C(C=C2C1)OC)OC)=O 2-((1-Benzylpiperidin-4-yl)methyl)-5,6-dimethoxy-2,3-dihydro-1H-inden-1-one